5-(3-Iodopropoxy)-3,4-Dihydroisoquinoline-2(1H)-carboxylic acid tert-butyl ester C(C)(C)(C)OC(=O)N1CC2=CC=CC(=C2CC1)OCCCI